FC(OC=C(F)F)(F)F trifluoromethoxy-1,1-difluoroethylene